FC1=C(C=CC(=C1)OC1=CC=NC=2NC(C=NC21)=O)NC(=O)NC2=CC(=NN2C2=CC=CC=C2)C 1-(2-fluoro-4-((3-oxo-3,4-dihydropyrido[2,3-b]pyrazin-8-yl)oxy)phenyl)-3-(3-methyl-1-phenyl-1H-pyrazol-5-yl)urea